(3R)-3-amino-7-[5-(1-aminocyclopentyl)-1,3,4-oxadiazol-2-yl]-1,1-dioxo-5-[[4-(trifluoromethoxy)phenyl]methyl]-2,3-dihydro-1lambda6,5-benzothiazepin-4-one N[C@H]1CS(C2=C(N(C1=O)CC1=CC=C(C=C1)OC(F)(F)F)C=C(C=C2)C=2OC(=NN2)C2(CCCC2)N)(=O)=O